1-methoxy-2-iodo-4-bromonaphthalene COC1=C(C=C(C2=CC=CC=C12)Br)I